N4-benzoyl-5-methyl-2'-deoxycytidine-3'-yl-[3,4,5-tris(octadecyloxy)benzyl] succinate C(CCC(=O)[O-])(=O)OC(C1=CC(=C(C(=C1)OCCCCCCCCCCCCCCCCCC)OCCCCCCCCCCCCCCCCCC)OCCCCCCCCCCCCCCCCCC)[C@@]1(C[C@@H](O[C@@H]1CO)N1C(=O)N=C(NC(C2=CC=CC=C2)=O)C(=C1)C)O